C1(CC1)C(C(C(C(=O)OCC)=C=O)C)=C=O Ethyl 4-cyclopropyl-3-methyl-2,4-dicarbonylbutanoate